NC=1N=NC(=CC1N1CC2CCC(C1)N2C2=CC(=NC=C2)C#CCN2CCC(CCC2)(O)COC)C2=C(C=CC=C2)O 1-[3-[4-[3-[3-amino-6-(2-hydroxyphenyl)pyridazin-4-yl]-3,8-diazabicyclo[3.2.1]oct-8-yl]-2-pyridinyl]prop-2-ynyl]-4-(methoxymethyl)azepan-4-ol